(3R)-1-(4-amino-8-(3-hydroxy-2,6-dimethylphenyl)pyrido[3,4-d]pyrimidin-6-yl)pyrrolidin-3-ol NC=1C2=C(N=CN1)C(=NC(=C2)N2C[C@@H](CC2)O)C2=C(C(=CC=C2C)O)C